2,6-dichloro-3,5-difluorobenzaldehyde ClC1=C(C=O)C(=C(C=C1F)F)Cl